2-(6-amino-4-benzyl-3,4-dihydro-2H-benzo[b][1,4]oxazin-3-yl)ethan-1-ol NC1=CC2=C(OCC(N2CC2=CC=CC=C2)CCO)C=C1